3-Amino-5-trifluoromethyl-pyridine-2-carboxylic acid methyl ester COC(=O)C1=NC=C(C=C1N)C(F)(F)F